FC(C(C(C(C(C(O)(O)F)(F)F)(F)F)(F)F)(F)F)CCCC decafluorodecanediol